C(C=C)N/C=C/C(C)=O (E)-4-(allylamino)but-3-en-2-one